CS(=O)(N)C(C)C 2-S-(-)-methyl-2-propanesulfinamide